N-(4-methoxyphenyl)-7-methyl-4-((4-methoxyphenyl)ethynyl)-7H-pyrrolo[2,3-d]pyrimidine-6-carboxamide COC1=CC=C(C=C1)NC(=O)C1=CC2=C(N=CN=C2C#CC2=CC=C(C=C2)OC)N1C